(7S)-7-(1-methyl-1H-pyrazol-5-yl)-4-(4-methyl-1,3-thiazol-5-yl)-2-(2-(2-propenoyl)-2,6-diazaspiro[3.4]octan-6-yl)-5,6,7,8-tetrahydro-3-quinolinecarbonitrile CN1N=CC=C1[C@H]1CCC=2C(=C(C(=NC2C1)N1CC2(CN(C2)C(C=C)=O)CC1)C#N)C1=C(N=CS1)C